C(C)(C)(C)OC1=CC=C(C[C@H](NC(OCC2C3=CC=CC=C3C=3C=CC=CC23)=O)C(N[C@H](C(N[C@H](C(=O)O)CCC(C)(C)C)=O)CC2=NC=CC=C2)=O)C=C1 (5S,8S,11S)-5-(4-(tert-Butoxy)benzyl)-11-(3,3-dimethylbutyl)-1-(9H-fluoren-9-yl)-3,6,9-trioxo-8-(pyridin-2-ylmethyl)-2-oxa-4,7,10-triazadodecan-12-oic acid